C1(CC(CCCC1)O)O 1,3-cycloheptanediol